3-[(Z)-N-[(5-amino-1,3,3-trimethyl-cyclohexyl)methyl]-C-hydroxycarbonimidoyl]benzoic acid NC1CC(CC(C1)(C)C\N=C(/O)\C=1C=C(C(=O)O)C=CC1)(C)C